C(OCC)(OC1=C(C(=C(C(=C1F)F)F)F)F)=O ethyl (2,3,4,5,6-pentafluorophenyl) carbonate